6-amino-4-(3-cyano-2-vinylpyridin-4-yl)-7-(3-methoxy-2,6-dimethylphenyl)-2-methyl-7H-pyrrolo[2,3-d]pyrimidine-5-carboxylic acid methyl ester COC(=O)C1=C(N(C=2N=C(N=C(C21)C2=C(C(=NC=C2)C=C)C#N)C)C2=C(C(=CC=C2C)OC)C)N